C=1(C(=CC=CC1)C(=O)N)\C=C\C(=O)C1=CC=CC=C1 chalconamide